2-Methylbenzothiazol-6-ol CC=1SC2=C(N1)C=CC(=C2)O